C(C)(=O)O[C@@H]1O[C@@H](C[C@H]1OC(C)=O)C(C)(C)OC(C(F)(F)F)=O (2S,3R,5S)-5-(2-(2,2,2-Trifluoroacetoxy)propan-2-yl)tetrahydrofuran-2,3-diyl diacetate